neopentyl ((((3aR,6R,6aR)-6-(3-carbamoylpyridin-1(4H)-yl)-2,2-dimethyltetrahydrofuro[3,4-d][1,3]dioxol-4-yl)methoxy) (naphthalen-1-yloxy)phosphoryl)alaninate C(N)(=O)C1=CN(C=CC1)[C@@H]1OC([C@@H]2[C@H]1OC(O2)(C)C)COP(=O)(OC2=CC=CC1=CC=CC=C21)N[C@@H](C)C(=O)OCC(C)(C)C